ClC=1C=C(C(=O)N)C=C(C1NC1=NC=C2N(C(N(C2=N1)C1CCOCC1)=O)C)F 3-chloro-5-fluoro-4-((7-methyl-8-oxo-9-(tetrahydro-2H-pyran-4-yl)-8,9-dihydro-7H-purin-2-yl)amino)benzamide